3-chloro-6-(3-chloro-5-methylphenyl)-N-(3,4-dimethoxybenzyl)pyridazine ClC=1NN(C(=CC1)C1=CC(=CC(=C1)C)Cl)CC1=CC(=C(C=C1)OC)OC